C[C@H](C1=C(C(=C(C=C1)O)O)C(=O)O)OC(=O)/C=C/C2=CC(=C(C=C2)O)O 3,4-dihydroxycinnamic acid (R)-1-carboxy-2-(3,4-Dihydroxyphenyl) ethyl ester